[NH4+].[NH4+].[N+](=O)([O-])NN1NOC=C1N[N+](=O)[O-] 3,4-dinitroaminooxadiazole diammonium salt